ClC=1C=CC(=C(C1)NC(=O)N1CCN(CC1)CC1=NC2=CC=CC=C2C(N1)=O)C N-(5-chloro-2-methylphenyl)-4-((4-oxo-3,4-dihydroquinazolin-2-yl)methyl)piperazine-1-carboxamide